7-chloro-6-(difluoromethyl)-4-{3-isopropyl-5H,6H,7H,8H-imidazo[1,5-a]pyrazin-1-yl}-2,3-dihydro-1,4-benzoxazine ClC1=CC2=C(N(CCO2)C=2N=C(N3C2CNCC3)C(C)C)C=C1C(F)F